FC1=C(C(=CC(=C1)C=1C2=C(C(N(C1)C)=O)NN=C2)OC)C=C2CCN(CC2)CC(=O)O 2-[4-[[2-fluoro-6-methoxy-4-(6-methyl-7-oxo-1H-pyrazolo[3,4-C]pyridin-4-yl)phenyl]methylene]-1-piperidinyl]acetic acid